3-bromo-1-oxa-2,8-diazaspiro[4.5]dec-2-ene hydrochloride Cl.BrC1=NOC2(C1)CCNCC2